(3-(Acetyloxymethyl)-2-(7,7-dimethyl-1-oxo-1,6,7,8-tetrahydro-2H-cyclopenta[4,5]pyrrolo[1,2-a]pyrazin-2-yl)pyridin-4-yl)boronic acid C(C)(=O)OCC=1C(=NC=CC1B(O)O)N1C(C=2N(C=C1)C1=C(C2)CC(C1)(C)C)=O